CN(C1=CC(=C(C=C1)NC(=O)C1=CC=C(C=C1)C1=CC=C(C=C1)C(=O)NC1=C(C=C(C=C1)N(C)C)OC)OC)C N4,N4'-bis(4-(dimethylamino)-2-methoxyphenyl)-[1,1'-biphenyl]-4,4'-dicarboxamide